2-(4-fluorophenyl)indazole FC1=CC=C(C=C1)N1N=C2C=CC=CC2=C1